methyl 3-(dibenzylamino)-1-methylcyclobutanecarboxylate C(C1=CC=CC=C1)N(C1CC(C1)(C(=O)OC)C)CC1=CC=CC=C1